NC(C(=O)NC1=CC=CC=C1)C(C(C)C)=O amino(4-methyl-3-oxo-N-phenylpentanamide)